benzyl (2R,3S)-2-azido-3-hydroxy-4-methylpentanoate N(=[N+]=[N-])[C@@H](C(=O)OCC1=CC=CC=C1)[C@H](C(C)C)O